FC(C1=NN=C(O1)C=1C=CC(=NC1)CN1N=NC(=C1)C1=CC=C(S1)C=O)F 5-(1-((5-(5-(difluoromethyl)-1,3,4-oxadiazol-2-yl)pyridin-2-yl)methyl)-1H-1,2,3-triazol-4-yl)thiophene-2-carbaldehyde